C(C)C=1C(=C(C=O)C=CC1)O 3-ETHYL-2-HYDROXYBENZALDEHYDE